[2-(4-fluorophenyl)-2-isobutyl-cyclobutyl] (2S)-2-[(3-hydroxy-4-methoxy-pyridine-2-carbonyl) amino]propanoate OC=1C(=NC=CC1OC)C(=O)N[C@H](C(=O)OC1C(CC1)(CC(C)C)C1=CC=C(C=C1)F)C